The molecule is a macrocyclic lactone isolated from the fermentation broth of the fungal culture Penicillium verrucosum and has been shown to exhibit inhibitory activity against bacterial DNA primase enzyme. It has a role as a Penicillium metabolite and an EC 2.7.7.6 (RNA polymerase) inhibitor. It is a macrocyclic lactone and an enone. C[C@H]1CCCC[C@@H]2[C@@H](CC(=O)O1)[C@H](C=CC2=O)O